(3S)-β-amino-2-hydroxy-N-(2-indanyl)-4-phenylbutanamide hydrochloride Cl.N[C@H](C(C(=O)NC1CC2=CC=CC=C2C1)O)CC1=CC=CC=C1